(S)-3-methyl-N-(3-methyl-4-((1-methyl-1H-benzo[d]imidazol-5-yl)oxy)phenyl)-1,2,3,4,4a,5-hexahydropyrazino[1,2-d]pyrimido[4',5':5,6]pyrido[3,2-b][1,4]oxazin-11-amine CN1C[C@@H]2N(C3=C(OC2)C=C2C(=N3)C(=NC=N2)NC2=CC(=C(C=C2)OC2=CC3=C(N(C=N3)C)C=C2)C)CC1